P(=O)([O-])([O-])[O-].[In+3].[Sr+2] strontium-indium phosphate